CN1CCC(CC1)OC=1C=C(C=C(C1)C1=NC2=C(N1)C=C(C=C2)C(F)(F)F)NC2=NC=C(C=N2)C=2N=NC=CC2 N-[3-[(1-methyl-4-piperidyl)oxy]-5-[6-(trifluoromethyl)-1H-benzo[d]imidazol-2-yl]phenyl]-5-pyridazin-3-yl-pyrimidin-2-amine